ClC1=CC(=C(C=C1)[C@@]1(OC2=C(O1)C=CC=C2C2CCN(CC2)CC2=NC1=C(N2C)C=C(C=C1)C(=O)OC)C)F methyl 2-({4-[(2S)-2-(4-chloro-2-fluorophenyl)-2-methyl-1,3-benzodioxol-4-yl]piperidin-1-yl}methyl)-1-methyl-1H-benzimidazole-6-carboxylate